N-[(2-oxo-1H-pyridin-3-yl)sulfonyl]-6-tetrahydropyran-2-yl-2-[(4S)-2,2,4-trimethylpyrrolidin-1-yl]pyridine-3-carboxamide O=C1NC=CC=C1S(=O)(=O)NC(=O)C=1C(=NC(=CC1)C1OCCCC1)N1C(C[C@@H](C1)C)(C)C